N1=CC=C(C=C1)C γ-picoline